2-acetamido-3-(2-(2-(2-phenyl-1,3-dithian-2-yl)vinyl)-1H-indol-3-yl)propanoic acid C(C)(=O)NC(C(=O)O)CC1=C(NC2=CC=CC=C12)C=CC1(SCCCS1)C1=CC=CC=C1